sodium hydrophosphate, sodium salt [Na+].P(=O)([O-])([O-])O.[Na+]